tert-butyl (1R,2S,3S,5S)-3-[benzyl(cyclopropyl)amino]-2-fluoro-8-azabicyclo[3.2.1]octane-8-carboxylate C(C1=CC=CC=C1)N([C@@H]1[C@@H]([C@H]2CC[C@@H](C1)N2C(=O)OC(C)(C)C)F)C2CC2